IC=1C=C(C=O)C=C(C1OC)OC 3-iodo-4,5-dimethoxy-benzaldehyde